NC1=NC2=C(N1C[C@@H](OCCCC1=C(C=NN1C)C1=NC(=CC(=C1)C(=O)O)C)C)C=C(C=C2)Br 2-[5-[3-[(1S)-2-(2-amino-6-bromo-benzimidazol-1-yl)-1-methyl-ethoxy]propyl]-1-methyl-pyrazol-4-yl]-6-methyl-pyridine-4-carboxylic acid